(Aminoiminomethyl)-2-methoxybenzeneacetamide NN=CC=1C(=C(C=CC1)CC(=O)N)OC